N-(1-isopropyl-1H-pyrazol-4-yl)acetamide C(C)(C)N1N=CC(=C1)NC(C)=O